1-Bromo-4-methoxy-2,5-dimethylbenzene BrC1=C(C=C(C(=C1)C)OC)C